FC=1C=CC(=NC1)NC(CN1C=2N(C(C3=C1C(N(C3)[C@H](COC)C)=O)=O)N=C(C2)CO)=O N-(5-fluoropyridin-2-yl)-2-{2-(hydroxymethyl)-6-[(2S)-1-methoxyprop-2-yl]-5,8-dioxo-5,6,7,8-tetrahydro-4H-pyrazolo[1,5-a]pyrrolo[3,4-d]pyrimidin-4-yl}acetamide